6-(2-ethylimidazo[1,2-a]pyridin-6-yl)-2-(1-methylpiperidin-4-yl)quinazolin-4(3H)-one C(C)C=1N=C2N(C=C(C=C2)C=2C=C3C(NC(=NC3=CC2)C2CCN(CC2)C)=O)C1